C1(CCC(CC1)CN)CN 1,4-Cyclohexan-bis-(methylamin)